BrC=1C(=NC(=NC1)NC1=C(C=C(C(=C1)C)N1CCC(CC1)N1CCN(CC1)C)OC)NC1=CC2=C(N=CS2)C=C1N(S(=O)(=O)C)C N-(6-((5-bromo-2-((2-methoxy-5-methyl-4-(4-(4-methylpiperazin-1-yl)piperidine-1-yl)phenyl)amino)pyrimidin-4-yl)amino)benzo[d]thiazol-5-yl)-N-methylmethanesulfonamide